N1,N1-Dimethyl-N4-(thiazol-2-yl)fumaramide CN(C(\C=C\C(=O)NC=1SC=CN1)=O)C